C(C)(C)OC=1C(=CC2=CN(N=C2C1)[C@]12CO[C@](CC1)(C2)C)C(=O)O 6-isopropoxy-2-((1R,4R)-1-methyl-2-oxabicyclo[2.2.1]hept-4-yl)-2H-indazole-5-carboxylic acid